C(CCCCCCCCC\C=C/CCCCCCCC(=O)N)CCCCCCCC\C=C/CCCCCCCC(=O)N ethylenebisoleic amide